tert-butyl 3-amino-1-methyl-4,6-dihydropyrrolo[3,4-c]pyrazole-5-carboxylate NC=1C2=C(N(N1)C)CN(C2)C(=O)OC(C)(C)C